((2-cyano-7-(2-cyanophenyl)isoindolin-5-yl)methyl)-3-methylurea C(#N)N1CC2=C(C=C(C=C2C1)CNC(=O)NC)C1=C(C=CC=C1)C#N